N1=CC=C(C=C1)C1=C(C=CC=C1)N1C(N=CC(=C1)C1=C(C=CC=C1)C1=CC=NC=C1)C 3,5-bis(4-pyridylphenyl)-2-methylpyrimidine